(+)-dextrose, monohydrate O.O=C[C@H](O)[C@@H](O)[C@H](O)[C@H](O)CO